ClC=1C=C(C=CC1)C1=NC(=NS1)C=1C=CC(N(C1)CC(=O)NCC)=O 2-(5-(5-(3-Chlorophenyl)-1,2,4-thiadiazol-3-yl)-2-oxopyridin-1(2H)-yl)-N-ethylacetamide